4-[3-chloro-6-fluoro-2-[2-(5-methyl-1,3,4-oxadiazol-2-yl)ethyl]phenyl]-5-hydroxy-2,6-dimethyl-pyridazin-3-one ClC=1C(=C(C(=CC1)F)C=1C(N(N=C(C1O)C)C)=O)CCC=1OC(=NN1)C